ClC1=C(C(=CC=C1)Cl)C=1N=C2C=3C=C(C=NC3C=CN2C1CO)C=1C=NNC1 (2-(2,6-Dichlorophenyl)-9-(1H-pyrazol-4-yl)imidazo[2,1-f][1,6]naphthyridin-3-yl)methanol